amino-3-(3,5-dinitrophenyl)-1,2,4-oxadiazole NC1=NC(=NO1)C1=CC(=CC(=C1)[N+](=O)[O-])[N+](=O)[O-]